benzo[1,2-B:4,5-B']dithiophene-4,8-diimine S1C2=C(C=C1)C(C=1SC=CC1C2=N)=N